C1(=CC=CC=C1)N1C(=NC2=C1C1=CC=CC=C1C=1C=CC=CC12)C1=CC(=CC=C1)C1=CC=2N(C3=CC=CC=C3C2C=C1)C1=NC=CC=N1 1-phenyl-2-(3-(9-(pyrimidin-2-yl)-9H-carbazol-2-yl)phenyl)-1H-phenanthro[9,10-d]imidazole